C(CCCCCCCC=CC=CCC\C=C\CC)(=O)O 15E-octadeca-9,11,15-trienoic acid